C(C)NC(=O)N1CC2(CC2)C(C1CC=1C(=C(C=CC1)C1=CC=CC=C1)F)NS(=O)(=O)CC N-ethyl-7-(ethylsulfonamido)-6-((2-fluoro-[1,1'-biphenyl]-3-yl)methyl)-5-azaspiro[2.4]heptane-5-carboxamide